2-((2S,3R)-3-azido-2-(1-(m-tolyl)-1H-imidazol-2-yl)pyrrolidin-1-yl)-6-methyl-4-(trifluoromethyl)nicotinonitrile N(=[N+]=[N-])[C@H]1[C@H](N(CC1)C1=C(C#N)C(=CC(=N1)C)C(F)(F)F)C=1N(C=CN1)C=1C=C(C=CC1)C